tert-Butyl ((4-bromo-1H-pyrrolo[2,3-c]pyridin-7-yl)methyl)carbamate BrC1=C2C(=C(N=C1)CNC(OC(C)(C)C)=O)NC=C2